N-carbamoylserine C(N)(=O)N[C@@H](CO)C(=O)O